[Na].[Na].[Na].C(C(=O)O)(=O)O oxalic acid trisodium